O=C1N(CCC(N1)=O)C=1C=C(C(=O)N2CCC(CC2)CC2CCN(CC2)CC2CCN(CC2)C(=O)OC(C)(C)C)C=CC1OC tert-butyl 4-[[4-[[1-[3-(2,4-dioxohexahydropyrimidin-1-yl)-4-methoxy-benzoyl]-4-piperidyl]methyl]-1-piperidyl]methyl]piperidine-1-carboxylate